N-dimethylaminoethyl-N-(2-hydroxyethyl)-N-methylamine CN(C)CCN(C)CCO